C(C)(C)(C)OC(=O)N1CC2(C(C1)O)CCNCC2 4-hydroxy-2,8-diazaspiro[4.5]decane-2-carboxylic acid tert-butyl ester